FC(C1=NC(=NC(=N1)C(F)F)N1[C@H](C=2NC3=CC=C(C=C3C2CC1)Cl)C[C@@H](C)O)F (2R)-1-{(1S)-2-[4,6-bis(difluoromethyl)-1,3,5-triazin-2-yl]-6-chloro-2,3,4,9-tetrahydro-1H-pyrido[3,4-b]indol-1-yl}propan-2-ol